5-amino-1-tert-butyl-N-[3-(7-{[(3S,4R)-3-fluoro-1-methylpiperidin-4-yl]amino}-3-methylpyrazolo[1,5-a]pyridin-2-yl)prop-2-yn-1-yl]-1H-pyrazole-4-carboxamide NC1=C(C=NN1C(C)(C)C)C(=O)NCC#CC1=NN2C(C=CC=C2N[C@H]2[C@H](CN(CC2)C)F)=C1C